ClC1=C(C=NC2=CC=C(C=C12)OC(F)(F)F)C#N 4-chloro-6-(trifluoromethoxy)quinoline-3-carbonitrile